tert-Butyl 1-(4-(4-methoxyphenethoxy)phenethyl)-2-(trifluoromethyl)-1H-benzo[d]imidazol-5-ylcarbamate COC1=CC=C(CCOC2=CC=C(CCN3C(=NC4=C3C=CC(=C4)NC(OC(C)(C)C)=O)C(F)(F)F)C=C2)C=C1